bis[4-maleimidophenoxy] sulfide C1(C=CC(N1C1=CC=C(OSOC2=CC=C(C=C2)N2C(C=CC2=O)=O)C=C1)=O)=O